CN1C(N(C(C2=C1N=C(C=C2NCC(=O)NC2=CC=C(C=C2)C)N2CCN(CC2)C)=O)C)=O 2-{[1,3-dimethyl-7-(4-methylpiperazin-1-yl)-2,4-dioxo-1,2,3,4-tetrahydropyrido[2,3-d]pyrimidin-5-yl]amino}-N-(p-tolyl)acetamide